stearyl alcohol phosphate sodium salt [Na+].P(=O)([O-])([O-])OCCCCCCCCCCCCCCCCCC.[Na+]